O1C(=NC2=C1C=CC=C2)SCCCOC2=CC=C(C=C2)C(\C=C\C=2OC=CC2)=O (E)-1-(4-(3-(benzo[d]oxazol-2-yl-thio)propoxy)phenyl)-3-(2-furyl)-2-propen-1-one